N-((S)-2-((3S,5S)-3-((((9H-fluoren-9-yl)methoxy)carbonyl)(methyl)amino)-5,6-dimethyl-2-oxoazepan-1-yl)-3-(4-(trifluoromethyl)phenyl)propanoyl)-N-methylglycine C1=CC=CC=2C3=CC=CC=C3C(C12)COC(=O)N([C@@H]1C(N(CC([C@H](C1)C)C)[C@H](C(=O)N(CC(=O)O)C)CC1=CC=C(C=C1)C(F)(F)F)=O)C